3-methyl-1H-pyrazole-4-boronic acid pinacol ester CC1=NNC=C1B1OC(C)(C)C(C)(C)O1